C(C)(C)(C)OC(=O)N1CCCC2=CC=C(N=C12)CCN1CC(CC1)(C)NC(CC(=O)OC)C1=CC=CC=C1 7-(2-(3-((3-methoxy-3-oxo-1-phenylpropyl)amino)-3-methylpyrrolidin-1-yl)ethyl)-3,4-dihydro-1,8-naphthyridine-1(2H)-carboxylic acid tert-butyl ester